2-methyl-6-(piperidine-1-yl)pyrido[3,4-d]pyrimidin-4(3H)-one CC=1NC(C2=C(N1)C=NC(=C2)N2CCCCC2)=O